BrC=1C(=NN(C1C)C1OCCCC1)COCC 4-bromo-3-(ethoxymethyl)-5-methyl-1-(tetrahydro-2H-pyran-2-yl)-1H-pyrazole